bis-(dimethylaminopropyl)urea CN(C)CCCNC(NCCCN(C)C)=O